(4-(3-((1-acryloylpyrrolidin-2-yl)methoxy)pyridin-4-yl)-3-fluoro-2-methylbenzyl)-1-(tert-butyl)-1H-1,2,3-triazole-4-carboxamide C(C=C)(=O)N1C(CCC1)COC=1C=NC=CC1C1=C(C(=C(CC2=C(N=NN2C(C)(C)C)C(=O)N)C=C1)C)F